C(C)(C)(C)C=1C=NN(C1)C1=CC=C(C=N1)S(=O)(=O)NC=1C=CC=C2C=NN(C12)C 6-(4-(TERT-BUTYL)-1H-PYRAZOL-1-YL)-N-(1-METHYL-1H-INDAZOL-7-YL)PYRIDINE-3-SULFONAMIDE